4-fluoro-2-(2-((3-(1-(2-hydroxyethyl)-1H-1,2,3-triazol-4-yl)imidazo[1,2-b]pyridazin-6-yl)amino)propan-2-yl)phenol FC1=CC(=C(C=C1)O)C(C)(C)NC=1C=CC=2N(N1)C(=CN2)C=2N=NN(C2)CCO